2-(6-(2-hydroxy-1,2-oxaborolan-4-yl)-2-(4-methoxy-3-propoxyphenyl)pyrimidin-4-yl)acetic acid OB1OCC(C1)C1=CC(=NC(=N1)C1=CC(=C(C=C1)OC)OCCC)CC(=O)O